rel-ethyl (Z)-5-(4-((2-(((tert-butoxycarbonyl)amino)methyl)cyclopropyl) methoxy)-3-hydroxybenzylidene)-4-oxo-2-(phenylamino)-4,5-dihydrothiophene-3-carboxylate C(C)(C)(C)OC(=O)NCC1C(C1)COC1=C(C=C(\C=C/2\C(C(=C(S2)NC2=CC=CC=C2)C(=O)OCC)=O)C=C1)O